CN(CCC[SiH](OCC)OCC)C 3-dimethylaminopropyl-diethoxysilane